4-(4-hydroxybutyl)-2,2-dimethyl-1,3-dioxolane OCCCCC1OC(OC1)(C)C